C(#N)C1=CC(=C(C=C1)N1CCN(CC1)S(=O)(=O)N1C2(CN(CC1CC2)C(=O)OCCOC)C(NO)=O)C 2-methoxyethyl 8-((4-(4-cyano-2-methylphenyl)piperazin-1-yl)sulfonyl)-1-(hydroxycarbamoyl)-3,8-diazabicyclo[3.2.1]octane-3-carboxylate